(RS)-5-(tert-Butyl)-9-methoxy-8-(3-methoxypropoxy)-2-oxo-1,2,5,6-tetrahydro-1,10-phenanthroline-3-carboxylic acid C(C)(C)(C)[C@@H]1C=2C=C(C(NC2C2=NC(=C(C=C2C1)OCCCOC)OC)=O)C(=O)O |r|